FC1(CC(C1)CN1N=CC(=C1)C=1C=NC2=CC=C(C=C2N1)O)F 3-(1-((3,3-difluorocyclobutyl)methyl)-1H-pyrazol-4-yl)quinoxalin-6-ol